morphine-D CN1CC[C@]23[C@@H]4[C@H]1CC5=C2C(=C(C=C5)O)O[C@H]3CCC4